ClC=1C=C(NC2=C(C=NC3=CC(=C(C=C23)NC(\C=C\CN(C)C)=O)OCC)C#N)C=CC1F (E)-N-[4-(3-chloro-4-fluoroanilino)-3-cyano-7-ethoxyquinolin-6-yl]-4-(dimethylamino)but-2-enamide